CC1=CC2=C(C3N(CCNC3)C2=O)N=C1N1CC=2C=C(C=NC2CC1)C(F)(F)F 3-methyl-2-(3-(trifluoromethyl)-7,8-dihydro-1,6-naphthyridin-6(5H)-yl)-8,9,10,10a-tetrahydropyrido[2',3':3,4]pyrrolo[1,2-a]pyrazin-5(7H)-one